C(#N)C1=C(SC2=C1C(=NC=C2F)C=2C1=C(C=3C=NC(=NC3C2F)N2CC(CC2)(CO)N(C)C)COC1)NC(OC(C)(C)C)=O tert-Butyl (3-cyano-4-(3-(3-(dimethylamino)-3-(hydroxymethyl)pyrrolidin-1-yl)-5-fluoro-7,9-dihydrofuro[3,4-f]quinazolin-6-yl)-7-fluorothieno[3,2-c]pyridin-2-yl)carbamate